tert-butyl (S)-4-(4-(6-carbamoyl-1-((4,4-difluoro-5-oxopyrrolidin-2-yl)methoxy)-7-isopropoxyisoquinolin-4-yl)-1H-pyrazol-1-yl)piperidine-1-carboxylate C(N)(=O)C=1C=C2C(=CN=C(C2=CC1OC(C)C)OC[C@H]1NC(C(C1)(F)F)=O)C=1C=NN(C1)C1CCN(CC1)C(=O)OC(C)(C)C